[Ti].C(C)(C)OC(C(CC(C)=O)=O)(OC(C)C)OC(C)C triisopropoxy(2,4-pentanedione) titanium